BrC1=CC=C(C=2OC(OC21)(C)C2=C(C=C(C=C2)Cl)F)F 4-bromo-2-(4-chloro-2-fluorophenyl)-7-fluoro-2-methylbenzo[d][1,3]dioxole